C(C1=CC=CC=C1)N1CCCN(CCN(CCC1)CC=1C(=C(C=C(C1)C)NC(C(CO)O)=O)O)CC=1C(=C(C=C(C1)C)NC(C(CO)O)=O)O N,N'-{(8-benzyl-1,4,8-triazacycloundecane-1,4-diyl)bis[methylene(2-hydroxy-5-methyl-3,1-phenylene)]}bis(2,3-dihydroxypropanamide)